1-(2-hydroxy-2-methylpropyl)-5-(7-(3-(3-hydroxyazetidine-1-carbonyl)phenyl)furo[3,2-b]pyridin-2-yl)pyridin-2(1H)-one OC(CN1C(C=CC(=C1)C1=CC2=NC=CC(=C2O1)C1=CC(=CC=C1)C(=O)N1CC(C1)O)=O)(C)C